(((3r,5s,6s)-6-fluoro-5-methyl-1-oxaspiro[2.5]oct-5-yl)methyl)-1H-benzo[d]imidazole-6-carbonitrile F[C@@H]1[C@](C[C@@]2(CO2)CC1)(C)CN1C=NC2=C1C=C(C=C2)C#N